2'-chloro-N-(5-[(dimethylcarbamoyl)methoxy]-1,3-benzothiazol-2-yl)-5'-methoxy-6-methyl-[4,4'-bipyridine]-3-carboxamide ClC1=NC=C(C(=C1)C1=C(C=NC(=C1)C)C(=O)NC=1SC2=C(N1)C=C(C=C2)OCC(N(C)C)=O)OC